(S)-2-((5-cyanopyrimidin-2-yl)amino)-4-((3,3-difluorocyclobutyl)(4-(5,6,7,8-tetrahydro-1,8-naphthyridin-2-yl)butyl)amino)butanoic acid C(#N)C=1C=NC(=NC1)N[C@H](C(=O)O)CCN(CCCCC1=NC=2NCCCC2C=C1)C1CC(C1)(F)F